1,3-diethylimidazole C(C)N1CN(C=C1)CC